NC1=C(C=C(C=C1)C1=CC(=C(C=C1)N)C)C 4,4'-diamino-3,3'-dimethyl-biphenyl